C(C)C(CCC(=O)NC=1C(NN=NC1CCCCCC)=O)CC diethylhexyl-Butyramidotriazinone